1-(4-(6-((2-(difluoromethyl)-6-((2,4-dimethoxybenzyl)amino)pyrimidin-4-yl)amino)-4-(methoxy-d3)pyridin-3-yl)-1H-pyrazol-1-yl)-2-methylpropan-2-ol FC(C1=NC(=CC(=N1)NC1=CC(=C(C=N1)C=1C=NN(C1)CC(C)(O)C)OC([2H])([2H])[2H])NCC1=C(C=C(C=C1)OC)OC)F